(pyrrolidin-2-yl)methyl hydroxybenzoate hydrochloride Cl.OC1=C(C(=O)OCC2NCCC2)C=CC=C1